methyl 4-(5-(4-(pyridin-4-ylamino)phenylcarbamoyl)pyridin-2-ylamino)quinoline-6-carboxylate N1=CC=C(C=C1)NC1=CC=C(C=C1)NC(=O)C=1C=CC(=NC1)NC1=CC=NC2=CC=C(C=C12)C(=O)OC